(S)-hexyl 2-amino-3-tert-butoxypropionate N[C@H](C(=O)OCCCCCC)COC(C)(C)C